IC=1C=C2C(=NC=NC2=C(C1)C(F)(F)F)N[C@@H](C)C=1C(=NC=CN1)C1=CC=C(C=N1)C#N 6-[3-[(1S)-1-[[6-iodo-8-(trifluoromethyl)quinazolin-4-yl]amino]ethyl]pyrazin-2-yl]pyridine-3-carbonitrile